ClC1=CC2=C(N=CN=C2NC2CCCC2)N1[C@H]1[C@@H]([C@@H]([C@H](O1)COCP(O)(O)=O)O)O ((((2R,3S,4R,5R)-5-(6-chloro-4-(cyclopentylamino)-7H-pyrrolo[2,3-d]pyrimidin-7-yl)-3,4-dihydroxytetrahydrofuran-2-yl)methoxy)methyl)phosphonic acid